[Si](C1=CC=CC=C1)(C1=CC=CC=C1)(C(C)(C)C)OCC1(CCC1)C(=O)Cl 1-(((tert-butyldiphenylsilyl)oxy)methyl)cyclobutane-1-carbonyl chloride